(4'-propylbenzylidene)-1-propylsorbitol C(CC)C1=CC=C(C=C([C@H]([C@H]([C@@H]([C@H](C(O)CCC)O)O)O)O)O)C=C1